3-ethyl-16-fluoro-20-oxa-3,4,11,12,23-pentaazapentacyclo[19.3.1.02,6.08,12.013,18]pentacosa-1(24),2(6),4,8,10,13,15,17,21(25),22-decaen-22-amine C(C)N1C=2C3=CN=C(C(OCC4=CC(=CC=C4N4N=CC=C4CC2C=N1)F)=C3)N